3-(Aminomethyl)-N,N-dimethylpyridin-2-amine NCC=1C(=NC=CC1)N(C)C